[(3S,9aS)-3-[5-chloro-4-(trifluoromethyl)-2-pyridyl]-3,4,6,7,9,9a-hexahydro-1H-pyrazino[2,1-c][1,4]oxazin-8-yl]-(2-chloro-3-methoxy-phenyl)methanone ClC=1C(=CC(=NC1)[C@@H]1CN2[C@H](CO1)CN(CC2)C(=O)C2=C(C(=CC=C2)OC)Cl)C(F)(F)F